FC=1C=C(C=NC1)/C=C/C=O (E)-3-(5-fluoro-3-pyridinyl)prop-2-enal